ClC1=CSC=C1C 3-Chloro-4-methylthiophene